[Si](C)(C)(C(C)(C)C)ON=CC(=O)N ((tert-butyldimethylsilyloxy)imino)acetamide